(R)-3-((1-methylpyrrolidin-2-yl) methyl)-1H-indol-4-yl dihydrogenphosphate P(=O)(O)(O)OC1=C2C(=CNC2=CC=C1)C[C@@H]1N(CCC1)C